OC1=C(C=CC=C1)C1=CC(=CN=N1)N1CCC(CC1)(C(=O)N1CCN(CCC1)CC1CCN(CC1)C1=CC=C(C=C1)[C@@H]1C(NC(CC1)=O)=O)C1=CC=CC=C1 (3R)-3-(4-{4-[(4-{1-[6-(2-HYDROXYPHENYL)PYRIDAZIN-4-YL]-4-PHENYLPIPERIDINE-4-CARBONYL}-1,4-DIAZEPAN-1-YL)METHYL]PIPERIDIN-1-YL}PHENYL)PIPERIDINE-2,6-DIONE